FC1=C(C(=C(C(=C1[B-](C1=C(C(=C(C(=C1F)F)F)F)F)(C1=C(C(=C(C(=C1F)F)F)F)F)C1=C(C(=C(C(=C1F)F)F)F)F)F)F)F)F.C(C)(=O)C1=CC=C(C=C1)SC1=CC=C(C=C1)[SH2+] (4-(4-acetylphenyl)sulfanylphenyl)sulfonium tetrakis(pentafluorophenyl)borate